tert-butyl (S)-3-(difluoromethyl)piperidine-1-carboxylate FC([C@@H]1CN(CCC1)C(=O)OC(C)(C)C)F